O1C2=C(OC(C1([2H])[2H])([2H])[2H])C=C(C=C2)OC2CCN(CC2)C2=NC=1N(C=C2C)C(N(N1)C)=O 7-(4-((2,3-dihydrobenzo[b][1,4]dioxin-6-yl-2,2,3,3-d4)oxy)piperidin-1-yl)-2,6-dimethyl-[1,2,4]triazolo[4,3-a]pyrimidin-3(2H)-one